tert-butyl (R)-3-(3-fluorophenyl)isoxazolidine-2-carboxylate FC=1C=C(C=CC1)[C@@H]1N(OCC1)C(=O)OC(C)(C)C